ClC=1C(=NC(=NC1)NC1CCOCC1)C1=CC=C2CN(C(C2=C1)=O)CC(=O)N1C(C2=CC=CC(=C2CC1)CO)C 6-{5-chloro-2-[(oxacyclohex-4-yl)amino]pyrimidin-4-yl}-2-{2-[5-(hydroxymethyl)-1-methyl-1,2,3,4-tetrahydroisoquinolin-2-yl]-2-oxoethyl}-2,3-dihydro-1H-isoindol-1-one